N-dimethylmyristoyl-amide CC(CCCCCCCCCCCCC(=O)[NH-])C